FC=1C(=NC=C(C1I)F)N(S(=O)(=O)CCCF)COCC[Si](C)(C)C N-(3,5-difluoro-4-iodopyridin-2-yl)-3-fluoro-N-((2-(trimethylsilyl)ethoxy)methyl)-propane-1-sulfonamide